4'-bromospiro(benzo[c]xanthene-7,9'-fluorene) BrC1=CC=CC=2C3(C4=CC=CC=C4C12)C=1C=CC=CC1OC=1C2=C(C=CC13)C=CC=C2